tert-butyl 1-(5-bromopyrimidin-2-yl)-1H-pyrazole-4-carboxylate BrC=1C=NC(=NC1)N1N=CC(=C1)C(=O)OC(C)(C)C